2-(1-(2-methoxyethyl)-1H-imidazol-2-yl)ethyl 4-methylbenzenesulfonate CC1=CC=C(C=C1)S(=O)(=O)OCCC=1N(C=CN1)CCOC